C(C)(C)(C)C1=CC=CC(=N1)C1[C@H]2CN(C[C@@H]12)C(=O)C1CC2(C1)NC(OC2)=O 2-((1R,5S,6R)-6-(6-(tert-butyl)pyridin-2-yl)-3-azabicyclo[3.1.0]hexane-3-carbonyl)-7-oxa-5-azaspiro[3.4]octan-6-one